(E)-N-(2-(2-cyclopropylethoxy)phenyl)-3-(4-methoxyphenyl)acrylamide C1(CC1)CCOC1=C(C=CC=C1)NC(\C=C\C1=CC=C(C=C1)OC)=O